Trio-tolyl-phosphane C1(=C(C=CC=C1)P(C1=C(C=CC=C1)C)C1=C(C=CC=C1)C)C